FC1=C(CNCC#C)C=CC=C1 N-(2-Fluorobenzyl)prop-2-yn-1-amine